6-(2-chlorophenyl)-2-({4-[(2S)-2-(trifluoromethyl)pyrrolidin-1-yl]phenyl}amino)imidazo[1,2-a]pyrimido[5,4-e]pyrimidin-5(6H)-one ClC1=C(C=CC=C1)N1C=2N(C3=C(C1=O)C=NC(=N3)NC3=CC=C(C=C3)N3[C@@H](CCC3)C(F)(F)F)C=CN2